ClC1=CC=C(OC2=CC=C3CC(COC3=C2)NC(C=C)=O)C=C1 N-{7-(4-chlorophenoxy)chroman-3-yl}acrylamide